C(C)(=O)N1CCN(CC1)C=1C=CC(=C(C(=O)N)C1)NC1=NC2=C(C=CC=C2C=N1)C1=CC(=CC=C1)NC(C=C)=O 5-(4-acetylpiperazin-1-yl)-2-((8-(3-acrylamidophenyl)quinazolin-2-yl)amino)benzamide